C(C)(C)(C)OC(=O)C=1C=NN(C1N)C1=NC(=CC(=N1)C#N)NC1=C(C=CC=C1)Br.SCSC(C(SCS)SCS)SCS 1,1,2,2-tetrakis(mercaptomethylthio)ethane tert-butyl-{4-cyano-6-[(2-bromophenyl)amino]pyrimidin-2-yl}-5-amino-1H-pyrazole-4-carboxylate